N(=[N+]=[N-])CCCNC(C(CC1=CC=C(C=C1)N(CCCl)CCCl)NC(OCCCC)=O)=O Butyl (1-((3-azidopropyl)amino)-3-(4-(bis(2-chloroethyl)amino)phenyl)-1-oxopropan-2-yl)carbamate